(6-isopropyl-5-methyl-pyrrolo[2,3-b]pyrazin-3-yl)methanol C(C)(C)C1=CC=2C(=NC(=CN2)CO)N1C